N1N=NN=C1C=1C=C(C=CC1)C=1C2=C(NC(CN1)=O)C1=CC=CC=C1C=C2 5-[3-(1H-tetrazol-5-yl)phenyl]-1,3-dihydro-2H-naphtho[1,2-e][1,4]diazepin-2-one